hydroxy-4,4'-dimethoxy-2-hydroxybenzophenone OC=1C(=C(C(=O)C2=CC=C(C=C2)OC)C=CC1OC)O